pyrimido[2,1,6-de]quinolizine N1=CC=C2N3C1=CC=CC3=CC=C2